OC[C@@H]1OC2=C(OC1)C=CC(=C2)C(=O)N2CCOCC2 (S)-(3-(hydroxymethyl)-2,3-dihydrobenzo[b][1,4]dioxin-6-yl)(morpholino)methanone